BrC1=CC(=C(C=C1)S(=O)(=O)Cl)C(C)C 4-bromo-2-(prop-2-yl)benzene-1-sulfonyl chloride